(terphenylyl)(biphenylyl)indolocarbazole C1(=C(C=CC=C1)C=1C(=C2C(=CC1)N=C1C=CC3=C4C=CC=CC4=NC3=C12)C1=C(C=CC=C1)C1=CC=CC=C1)C=1C(=CC=CC1)C1=CC=CC=C1